1,1'-dimethyl[4,4'-bipyridine]-1,1'-diium C[N+]1=CC=C(C=C1)C1=CC=[N+](C=C1)C